N1(CCNCC1)CCCC1CCN(CC1)C(=O)OC(C)(C)C tert-butyl 4-(3-(piperazin-1-yl)propyl)piperidine-1-carboxylate